(3-fluoroazetidin-1-yl)-[rac-(5R)-7,7-difluoro-5-phenyl-5,6-dihydropyrrolo[1,2-b][1,2,4]triazol-2-yl]methanone FC1CN(C1)C(=O)C=1N=C2N(N1)[C@H](CC2(F)F)C2=CC=CC=C2 |r|